2-(3-methoxyisoxazol-5-yl)-3-methyl-butyric acid COC1=NOC(=C1)C(C(=O)O)C(C)C